p-methylbenzyleneacetone CC1=CC=C(C=CC(C)=O)C=C1